FC1=NC=CC=C1O[C@@H]1C[C@@]2([C@@H](CN(C2)CCC2=NC=C(C=C2)O)C1)O (3aS,5S,6aR)-5-((2-fluoropyridin-3-yl)oxy)-2-(2-(5-hydroxypyridin-2-yl)ethyl)hexahydrocyclopenta[c]pyrrol-3a(1H)-ol